CC1=NOC(=C1C=1C=C(C=CC1O[C@@H]1CNCCC1)NC(=O)C1CC1)C N-[3-(3,5-dimethylisoxazol-4-yl)-4-[[(3S)-3-piperidyl]oxy]phenyl]cyclopropanecarboxamide